The molecule is an iodoamino acid that is L-histidine derivative in which the imidazole ring is substituted by iodine at position 5. It is an iodoamino acid, a non-proteinogenic L-alpha-amino acid and a L-histidine derivative. C1=NC(=C(N1)C[C@@H](C(=O)O)N)I